FC=1C(=C(N)C=CC1)N1C=CC=C1 3-fluoro-2-(1H-pyrrol-1-yl)aniline